triundecyl-(2-methoxyethoxy)silane C(CCCCCCCCCC)[Si](OCCOC)(CCCCCCCCCCC)CCCCCCCCCCC